methyl 2-{3-[1-(2-chloropyrimidin-5-yl) piperidin-4-yl]-1,2-oxazol-5-yl}-3-methylbutanoate ClC1=NC=C(C=N1)N1CCC(CC1)C1=NOC(=C1)C(C(=O)OC)C(C)C